C(#N)C1=NC=CC=C1 cyanoazabenzene